C1(CC1)S(=O)(=O)NC=1SC=C(N1)C(C(=O)NC1=CC=C(C=C1)C1=NC(=CN=C1)O)(C)C 2-(2-(cyclopropanesulfonylamino)thiazol-4-yl)-N-(4-(6-hydroxypyrazin-2-yl)phenyl)-2-methylpropanamide